ClC1=NC=C(C(=C1)C1=CC=NC(=C1)C=O)OC 2'-chloro-6-formyl-5'-methoxy-[4,4'-bipyridine]